[Bi].[Ag]I silver iodide bismuth